FC1=C(C=CC(=C1C)OC1=CC2=C(N(C=N2)C)C=C1)NC=1C2=C(N=CN1)C=CC(=N2)SC2CCN(CC2)C(C=C)=O 1-(4-((4-((2-fluoro-3-methyl-4-((1-methyl-1H-benzo[d]imidazol-5-yl)oxy)phenyl)amino)pyrido[3,2-d]pyrimidin-6-yl)thio)piperidin-1-yl)prop-2-en-1-one